benzyl (R)-(1-(2-((tert-butoxycarbonyl)amino)ethoxy)-3-hydroxypropan-2-yl)carbamate C(C)(C)(C)OC(=O)NCCOC[C@@H](CO)NC(OCC1=CC=CC=C1)=O